NC1CC(NCC1)C1=C(C=CC(=C1)F)F 4-amino-2-(2,5-difluorophenyl)piperidine